CC=1C=CC=C2C=CN(C12)C(CCC(N1CCNCC1)=O)C1=NC=CC=C1C 7-methyl-N-(1-(3-methylpyridin-2-yl)-4-oxo-4-(piperazin-1-yl)butyl)-1H-indole